OP(O)(=O)OP(=O)(O)O.OCC(=O)[C@H](O)[C@H](O)[C@H](O)CO psicose pyrophosphate